Methyl 5-(2-chloronicotinyl)-1H-pyrrole-3-carboxylate ClC1=C(CC2=CC(=CN2)C(=O)OC)C=CC=N1